[5-(4-aminocinnolin-7-yl)-4-[5-(difluoromethyl)thiazol-2-yl]-2-methoxy-phenyl]boronic acid NC1=CN=NC2=CC(=CC=C12)C=1C(=CC(=C(C1)B(O)O)OC)C=1SC(=CN1)C(F)F